3-Chloro-4-((2,4-difluorophenyl)methoxy-d2)-5',6-dimethyl-2'-(3-(methylsulfonyl)-1H-pyrazol-1-yl)-2H-[1,4'-bipyridin]-2-one ClC=1C(N(C(=CC1OC([2H])([2H])C1=C(C=C(C=C1)F)F)C)C1=CC(=NC=C1C)N1N=C(C=C1)S(=O)(=O)C)=O